NC=1C=CC(=NC1)C1CCC2CC(N(C=3N=C(C=CC3C(NS(C=3C=CC=C(N1)N3)(=O)=O)=O)C(C)(C)C)C2)(C)C 17-(5-aminopyridin-2-yl)-8-tert-butyl-12,12-dimethyl-2λ6-thia-3,9,11,18,23-pentaazatetracyclo[17.3.1.111,14.05,10]tetracosa-1(23),5(10),6,8,19,21-hexaene-2,2,4-trione